O=C1NC(CC[C@@H]1NC(C1=C(C=CC=C1)OC)=O)=O N-[(3S)-2,6-DIOXO-3-PIPERIDYL]-2-METHOXY-BENZAMIDE